C1(CC1)/C(/CN1N=CC2=NC=C(C=C21)C2=CC(=CC=C2)C(F)(F)F)=N/O (Z)-1-Cyclopropyl-2-[6-[3-(trifluoromethyl)phenyl]pyrazolo[4,3-b]pyridin-1-yl]ethanone oxime